N-(3-fluorobenzyl)-N-(1-phenethylpiperidin-4-yl)propanamide FC=1C=C(CN(C(CC)=O)C2CCN(CC2)CCC2=CC=CC=C2)C=CC1